C1(CC1)C1=C(C(=CC(=C1F)F)N)N cyclopropyl-4,5-difluorobenzene-1,2-diamine